BrC1=C(N=C(S1)Cl)C(=O)OCC ethyl 5-bromo-2-chlorothiazole-4-carboxylate